prenylamine C(C=C(C)C)N